N-carbobenzoxy-O-tert-butyl-L-threonine dicyclohexylamine salt C1(CCCCC1)NC1CCCCC1.C(=O)(OCC1=CC=CC=C1)N[C@@H]([C@H](OC(C)(C)C)C)C(=O)O